N1N=CC(=C1)C1=CC=C(N=N1)CC=1OC=C(N1)C(=O)O 2-((6-(1H-pyrazol-4-yl)pyridazin-3-yl)methyl)oxazole-4-carboxylic acid